4-((4-fluorophenyl)sulfonylamino)-N-(4-(4-methylphenyl)thiazole-2-yl)benzamide FC1=CC=C(C=C1)S(=O)(=O)NC1=CC=C(C(=O)NC=2SC=C(N2)C2=CC=C(C=C2)C)C=C1